4-[4-[[(1R)-1-[3-(difluoromethyl)-2-fluoro-phenyl]ethyl]amino]-7-methoxy-quinazolin-6-yl]tetrahydrothiopyran-4-ol FC(C=1C(=C(C=CC1)[C@@H](C)NC1=NC=NC2=CC(=C(C=C12)C1(CCSCC1)O)OC)F)F